triacetoxy(3-mercaptopropyl)silane C(C)(=O)O[Si](CCCS)(OC(C)=O)OC(C)=O